ClC=1N=NC(=C(N1)N1CC2(C1)CCN(CC2)C(=O)OC(C)(C)C)OC2=C(C=C(C=C2)F)C(N(C(C)C)C(C)C)=O tert-butyl 2-(3-chloro-6-(2-(diisopropylcarbamoyl)-4-fluorophenoxy)-1,2,4-triazin-5-yl)-2,7-diazaspiro[3.5]nonane-7-carboxylate